C1(=CC=CC=C1)C(C1=CC=CC=C1)(C1=CC=CC=C1)S(=O)(=O)N Triphenylmethylsulfonamide